3-amino-1-((1R,3S,5S)-3-((6-(2-hydroxy-4-(1H-pyrazol-4-yl)phenyl)pyridazin-3-yl)oxy)-8-azabicyclo[3.2.1]octan-8-yl)propan-1-one NCCC(=O)N1[C@H]2CC(C[C@@H]1CC2)OC=2N=NC(=CC2)C2=C(C=C(C=C2)C=2C=NNC2)O